FC1(CN(C1)C(C(=O)N[C@H]1CN(CCC1)CC1=CC(=NC=C1)C(=O)NC1=CC=C(C=C1)C1=CC2=C(N=CN=C2N2CCOCC2)N1)=C)F (R)-4-((3-(2-(3,3-difluoroazetidin-1-yl)acrylamido)piperidin-1-yl)methyl)-N-(4-(4-morpholino-7H-pyrrolo[2,3-d]pyrimidin-6-yl)phenyl)picolinamide